C(C)OC(C1=CC(=C(C=C1)Br)OC(C)(C)C(=O)OC)=O 4-bromo-3-(1-methoxycarbonyl-1-methyl-ethoxy)-benzoic acid ethyl ester